tert-butyl 4-(2,2,6,6-tetramethyl-1,2,3,6-tetrahydropyridin-4-yl)-2,3-dihydro-1H-pyrrolo[2,3-b]pyridine-1-carboxylate CC1(NC(C=C(C1)C1=C2C(=NC=C1)N(CC2)C(=O)OC(C)(C)C)(C)C)C